[Si](C)(C)(C(C)(C)C)O[C@@H](C(=O)OC(C)(C)C)CCCO (R)-tert-Butyl 2-(tert-butyldimethylsilyloxy)-5-hydroxypentanoate